BrC1=CC(=C(N)C=C1)C1=CCC(CC1)(C)C 4-bromo-2-(4,4-dimethylcyclohexen-1-yl)aniline